((6-isopropyl-5-(1-methyl-1H-indazol-4-yl)-1H-pyrazolo[4,3-g]isoquinolin-8-yl)imino)dimethyl-λ6-sulfanone C(C)(C)C=1N=C(C2=CC3=C(C=C2C1C1=C2C=NN(C2=CC=C1)C)C=NN3)N=S(=O)(C)C